C(C)(C)(C)OC(=O)N1C[C@H](CC1)NC1CCCCC1 (S)-3-(cyclohexylamino)pyrrolidine-1-carboxylic acid tert-butyl ester